ClC1=NC(=NC(=C1)Cl)B(O)O 4,6-DICHLOROPYRIMIDIN-2-YLBORONIC ACID